FC1=CC2=C(N=C(S2)N[Si](C)(C)C)C=C1 6-fluoro-N-(trimethylsilyl)benzo[d]thiazol-2-amine